C1(CCCCC1)N(CC)C\C=C\C1=CC(=C(C=C1)C1CCCCC1)Cl trans-N-cyclohexyl-N-ethyl-[3-(3-chloro-4-cyclohexylphenyl)allyl]amine